OCC1C(CN(CC1)C(=O)OC(C)(C)C)C Tert-butyl 4-(hydroxymethyl)-3-methylpiperidine-1-carboxylate